ClC1=CC=C2C(=N1)C(N(C2)C2COCC2)=O 2-chloro-6-(tetrahydrofuran-3-yl)-5,6-dihydro-7H-pyrrolo[3,4-b]pyridin-7-one